N,N-dibenzyl-5-fluoro-2-methoxy-4-(4,4,5,5-tetramethyl-1,3,2-dioxaborolan-2-yl)aniline C(C1=CC=CC=C1)N(C1=C(C=C(C(=C1)F)B1OC(C(O1)(C)C)(C)C)OC)CC1=CC=CC=C1